CC1=C(C=CC=C1C)N(C(=O)C12CC(C1)(C2)O)C N-(2,3-dimethylphenyl)-3-hydroxy-N-methylbicyclo[1.1.1]pentane-1-carboxamide